ClC=1C=C(C=CC1OC(F)F)NC(=O)C1C2CC=3C(=CNC(C3)=O)C1CC2 N-(3-chloro-4-(difluoromethoxy)phenyl)-3-oxo-3,5,6,7,8,9-hexahydro-2H-6,9-methanocyclohepta[c]pyridine-10-carboxamide